N-(4-(7-(1-acetylpiperidin-4-yl)-4-((2,4-dimethoxybenzyl)amino)-5H-pyrrolo[3,2-d]pyrimidin-5-yl)benzyl)-5-fluoro-2-methoxybenzamide C(C)(=O)N1CCC(CC1)C1=CN(C2=C1N=CN=C2NCC2=C(C=C(C=C2)OC)OC)C2=CC=C(CNC(C1=C(C=CC(=C1)F)OC)=O)C=C2